palladium (3-chloropyridine) dichloride [Cl-].[Cl-].ClC=1C=NC=CC1.[Pd+2]